6-((1S,2S)-2-fluorocyclopropane-1-carboxamido)-4-((4-methoxy-5-(2,2,2-trifluoro-1-hydroxyethyl)pyrazolo[1,5-c]pyrimidin-3-yl)amino)-N-(methyl-d3)nicotinamide F[C@@H]1[C@@H](C1)C(=O)NC1=NC=C(C(=O)NC([2H])([2H])[2H])C(=C1)NC=1C=NN2C=NC(=C(C21)OC)C(C(F)(F)F)O